FC([C@H]1N([C@H]([C@]2(C1)NC(COC2)=O)CC=2C(=C(C=CC2)C2=CC(=CC(=C2)F)F)F)C(=O)[C@@H]2C[C@@H](C2)F)F (1S,3S,5S)-3-(difluoromethyl)-2-[(CIS)-3-fluorocyclobutanecarbonyl]-1-({2,3',5'-trifluoro-[1,1'-biphenyl]-3-yl}methyl)-9-oxa-2,6-diazaspiro[4.5]decan-7-one